ClC=1C(=NC(=NC1)N[C@@H]1[C@H](COCC1)O)C1=CC=C2CN(C(C2=C1)=O)CC(=O)N[C@H](C)C1=CC(=CC=C1)OC 2-[6-(5-chloro-2-{[(3R,4S)-3-hydroxyoxan-4-yl]amino}pyrimidin-4-yl)-1-oxo-2,3-dihydro-1H-isoindol-2-yl]-N-[(1R)-1-(3-methoxyphenyl)-ethyl]acetamide